COC(C1=C(C=C(C=C1)C#CC#CC1=CC=C(C=C1)CN1CCCCC1)O)=O 2-hydroxy-4-((4-(piperidin-1-ylmethyl)phenyl)butan-1,3-diyne-1-yl)benzoic acid methyl ester